C=C1N(C(C2(CC12)S(=O)(=O)C1=CC=C(C)C=C1)=O)C1=CC=CC=C1 4-methylene-3-phenyl-1-tosyl-3-azabicyclo[3.1.0]hexan-2-one